C(C=C)[Si](O[Si](C)(C)C)(O[Si](C)(C)C)O[Si](C)(C)C allyltris(trimethylsiloxy)silane